(3S,4S)-4-((2-iodo-1-(2,2,2-trifluoroethyl)-1H-indol-4-yl)amino)-1-methylpiperidin IC=1N(C2=CC=CC(=C2C1)NC1CCN(CC1)C)CC(F)(F)F